O1CCN(CC1)N(C1=C(C=CC=C1)[N+](=O)[O-])CCC morpholino-2-nitro-N-propylaniline